4-[(1S)-1-[[1-[5-(2-cyclohexylethoxy)-2-pyridinyl]cyclopentanecarbonyl]amino]ethyl]benzoic acid C1(CCCCC1)CCOC=1C=CC(=NC1)C1(CCCC1)C(=O)N[C@@H](C)C1=CC=C(C(=O)O)C=C1